FC1=CC=2N(C=C1)C(=CN2)C2=C1CNC(C1=C(C=C2)NC2=NC(=C(C=C2)[C@@H]2COCC2)CN(CC(F)(F)F)C)=O (R)-4-(7-fluoroimidazo[1,2-a]pyridin-3-yl)-7-((6-((methyl(2,2,2-trifluoroethyl)amino)methyl)-5-(tetrahydrofuran-3-yl)pyridin-2-yl)amino)isoindolin-1-one